2-CYCLOBUTOXYACETALDEHYDE C1(CCC1)OCC=O